CN1N=NN=C1\C(\C1=CC=CC=C1)=N/OCC1=CC=CC(=N1)NC([O-])=O [6-[[[[(Z)-(1-methyl-1H-tetrazol-5-yl)phenyl-methylene]amino]oxy]methyl]-2-pyridinyl]carbamate